4-(2,4-difluorophenyl)-6,7-dimethyl-2-((2S)-2-((3R)-tetrahydro-3-furanyl)-4-morpholinyl)pteridine FC1=C(C=CC(=C1)F)C1=NC(=NC2=NC(=C(N=C12)C)C)N1C[C@@H](OCC1)[C@H]1COCC1